(R)-2-(1-(cyclopropylmethyl)-6-(1-pivalamidoethyl)-1H-pyrrolo[2,3-b]pyridin-2-yl)-7-methoxy-1-methyl-1H-benzo[d]imidazole-5-carboxylic acid C1(CC1)CN1C(=CC=2C1=NC(=CC2)[C@@H](C)NC(C(C)(C)C)=O)C2=NC1=C(N2C)C(=CC(=C1)C(=O)O)OC